Ethyl 1-tert-butoxycarbonyl-4-((3-chloro-4-fluorophenyl) amino)-6-methanesulfonamido-1H-indole-2-carboxylate C(C)(C)(C)OC(=O)N1C(=CC2=C(C=C(C=C12)NS(=O)(=O)C)NC1=CC(=C(C=C1)F)Cl)C(=O)OCC